N-[4-fluoro-5-(2-morpholin-4-ylpyrimidin-5-yl)-2-[rac-(3R)-3,4-dimethylpiperazin-1-yl]phenyl]pyridine-3-carboxamide FC1=CC(=C(C=C1C=1C=NC(=NC1)N1CCOCC1)NC(=O)C=1C=NC=CC1)N1C[C@H](N(CC1)C)C |r|